(4S)-5,5-difluoro-3-(trifluoromethyl)-1-[2-[1-(trifluoromethyl)cyclopropyl]ethyl]-6,7-dihydro-4H-indazol-4-ol FC1([C@H](C=2C(=NN(C2CC1)CCC1(CC1)C(F)(F)F)C(F)(F)F)O)F